NC1=NC(=C(C(=N1)NCCCC)SC=1C=C(C(=O)OC)C=CC1OC)C methyl 3-((2-amino-4-(butylamino)-6-methylpyrimidin-5-yl) thio)-4-methoxybenzoate